(S)-2-(3-(3-(dimethylamino)pyrrolidin-1-yl)-5-methyl-1,2,4-triazin-6-yl)-5-(trifluoromethyl)phenol CN([C@@H]1CN(CC1)C=1N=NC(=C(N1)C)C1=C(C=C(C=C1)C(F)(F)F)O)C